C(CCCC)N(CCN)CCCCC N,N-diamyl-ethylenediamine